(4-chlorophenyl)(4-(2-(3,4-dihydroxy-5-methoxyphenyl)-1H-benzo[d]imidazol-5-yl)piperazin-1-yl)methanone ClC1=CC=C(C=C1)C(=O)N1CCN(CC1)C1=CC2=C(NC(=N2)C2=CC(=C(C(=C2)OC)O)O)C=C1